N[C@@H](CCCN)C(=O)OCCCCCCOCCCCCCCCCCCC 6-lauroxyhexyl ornithinate